toluene diisocyanate bis(carboxyl-hydroxyl)phosphite C(=O)(O)OP(O)(O)(O)OC(=O)O.CC=1C(N=C=O)=CC(N=C=O)=CC1